ClC1=CC=C(C=C1)C1=C(CCC(C1)(C)C)CN1C2CN(CC1C2)C(=O)C=2C(=C1CN(C(C1=CC2)=O)C2C(NC(CC2)=O)=O)F 3-(5-(6-((4'-chloro-5,5-dimethyl-3,4,5,6-tetrahydro-[1,1'-biphenyl]-2-yl)methyl)-3,6-diazabicyclo[3.1.1]heptane-3-carbonyl)-4-fluoro-1-oxoisoindolin-2-yl)piperidine-2,6-dione